ClC=1C(N(C(=CC1OCC1=NC=C(C=C1F)F)C)C1=C(C(=NC=C1C)C=1C=C(C=CC1)C(C(=O)OCC)(C)C)F)=O ethyl 2-(3-(3-chloro-4-((3,5-difluoropyridin-2-yl) methoxy)-3'-fluoro-5',6-dimethyl-2-oxo-2H-[1,4'-bipyridyl]-2'-yl) phenyl)-2-methylpropionate